C(C1=CC=CC=C1)C=1N(C=2C(=C3CC[C@@H](NC3=CC2)C)N1)C1CCS(CC1)(=O)=O (7S)-2-Benzyl-3-(1,1-dioxo-1λ6-thian-4-yl)-7-methyl-3H,6H,7H,8H,9H-imidazo[4,5-f]chinolin